O1CCCC2=C(C=CC=C12)CN(C(C(=O)OCC(F)(F)F)=O)CC1=NC=CC=C1 2,2,2-trifluoroethyl 2-[chroman-5-ylmethyl(2-pyridylmethyl)amino]-2-oxo-acetate